CC(CC(C)C1=CC=C(C=C1)O)(CC(C)(C1=CC=C(C=C1)O)C)C1=CC=C(C=C1)O 4,6-Dimethyl-2,4,6-tri-(4-hydroxyphenyl)-heptan